O=C1NC(CCC1C1=C(CN2CCN(CC2)C2CCN(CC2)C2=NC(=C(C(=O)N)C=C2)C2=CC=C(C=C2)OC2=CC=CC=C2)C=CC=C1)=O 6-(4-(4-(2-(2,6-dioxopiperidin-3-yl)benzyl)piperazin-1-yl)piperidin-1-yl)-2-(4-phenoxyphenyl)nicotinamide